[N+](=O)([O-])C(C(C)=O)C(C)=O 3-nitro-2,4-pentanedione